2-fluoro-3,3-dimethyl-2,3-dihydro-1,2-benzisothiazole 1,1-dioxide FN1S(C2=C(C1(C)C)C=CC=C2)(=O)=O